3-(trifluoromethyl)phenyl-boronic acid FC(C=1C=C(C=CC1)B(O)O)(F)F